tert-butyl (4s)-3,3-difluoro-4-(2-fluoro-4-nitro-phenyl)piperidine-1-carboxylate FC1(CN(CC[C@H]1C1=C(C=C(C=C1)[N+](=O)[O-])F)C(=O)OC(C)(C)C)F